C(C1=CC=CC=C1)OC1=C(N(C2=CC=CC=C12)C1CC(C1)(F)F)C(C)C (benzyloxy)-1-(3,3-difluorocyclobutyl)-2-isopropyl-1H-indole